C1(CC1)C1=CC(=NN1C)N1CC=2C(=NC=CC2C1=O)C1=C(C=C(C=C1)F)OCC(F)(F)F 2-(5-cyclopropyl-1-methyl-1H-pyrazol-3-yl)-4-[4-fluoro-2-(2,2,2-trifluoroethoxy)phenyl]-2,3-dihydro-1H-pyrrolo[3,4-c]pyridin-1-one